BrC1=CC(=CC2=C1N=CS2)CN2C[C@H](CCC2)C (S)-4-bromo-6-((3-methylpiperidin-1-yl)methyl)benzo[d]thiazole